[N-](S(=O)(=O)C(F)(F)F)S(=O)(=O)C(F)(F)F.C(C=C)(=O)OCCC[N+](CC1=CC=CC=C1)(C)C acryloxypropyldimethylbenzylammonium bis(trifluoromethanesulfonyl)imide salt